((3-(1-Cyclopropylazetidine-3-carboxamido)-5-(trifluoromethyl)phenyl)carbamoyl)(3-(pyridin-2-ylmethyl)-1,2,3-oxadiazol-3-ium-5-yl)amide C1(CC1)N1CC(C1)C(=O)NC=1C=C(C=C(C1)C(F)(F)F)NC(=O)[N-]C1=C[N+](=NO1)CC1=NC=CC=C1